BrC1=C(C=C(C=C1)CN(C(=O)C=1C=NC(=CC1)OC1CC1)C1=C(C=C(C=C1)F)S(=O)(=O)C)[N+](=O)[O-] N-[(4-bromo-3-nitrophenyl)methyl]-6-cyclopropoxy-N-(4-fluoro-2-methanesulfonylphenyl)pyridine-3-carboxamide